CS(=O)(=O)OCCC1N(COC1=O)C(=O)OCC ethyl 4-(2-methylsulfonyloxyethyl)-5-oxooxazolidine-3-carboxylate